(3S)-3-{[2-(3-methoxyphenyl)-7-methyl-[1,2,4]triazolo[1,5-c]quinazolin-5-yl]amino}azepin-2-one tert-butyl-5-(tert-butoxycarbonylamino)pyrrolo[3,2-b]pyridine-1-carboxylate C(C)(C)(C)OC(=O)N1C=CC2=NC(=CC=C21)NC(=O)OC(C)(C)C.COC=2C=C(C=CC2)C2=NN1C(=NC=3C(=CC=CC3C1=N2)C)NC=2C(N=CC=CC2)=O